1-(5-{[(5-Chlorothiophen-2-yl)methyl]amino}-3-[1-(2,2-dimethylpropanoyl)piperidin-4-yl]-1H-pyrazol-1-yl)-2,2-dimethylpropan-1-on ClC1=CC=C(S1)CNC1=CC(=NN1C(C(C)(C)C)=O)C1CCN(CC1)C(C(C)(C)C)=O